5-(7-chloro-6-methylimidazo[1,2-b]pyridazin-3-yl)-2-(1-methyl-1H-pyrazol-4-yl)-1,8-naphthyridine ClC1=CC=2N(N=C1C)C(=CN2)C2=C1C=CC(=NC1=NC=C2)C=2C=NN(C2)C